CC1=C(C(=NN1C1CCOCC1)OCC1OC1)[N+](=O)[O-] 5-methyl-4-nitro-3-(oxiran-2-ylmethoxy)-1-(tetrahydro-2H-pyran-4-yl)-1H-pyrazole